BrC=1C(=C(C=CC1)C1=CC=C(C=C1)OCC1=NN(C=C1)C)C 3-(((3'-bromo-2'-methyl-[1,1'-biphenyl]-4-yl)oxy)methyl)-1-methyl-1H-pyrazole